NCCOCCOCCOCCOCCOCCNC1=CC(=C(C(=O)NC=2SC=CN2)C=C1)C 4-((17-amino-3,6,9,12,15-pentaoxaheptadecyl)amino)-2-methyl-N-(thiazol-2-yl)benzamide